iso-decyl neopentanoate C(C(C)(C)C)(=O)OCCCCCCCC(C)C